4-(2-Methyl-thiazol-5-yl)-pyrrolidin-2-one CC=1SC(=CN1)C1CC(NC1)=O